ClC1=C(C(=NN1C)C1=NOC(=C1)C)CN1CC(CCCC1)NCCC1=CC=CC=C1 1-((5-Chloro-1-methyl-3-(5-methylisoxazol-3-yl)-1H-pyrazol-4-yl)methyl)-N-phenethylazepan-3-amine